NC1=C(C(=NC=N1)NCC1CCN(CC1)C(\C=C\C)=O)C1=CC=C(C=C1)OC1=CC=CC=C1 (E)-1-(4-(((6-amino-5-(4-phenoxyphenyl)pyrimidin-4-yl)amino)methyl)piperidin-1-yl)but-2-en-1-one